C(C)N(C([O-])=O)SN(C([O-])=O)CC.[Zn+2].C(N)(O)=O.C(CCC)[Zn]S[Zn]CCCC dibutyl-thiobiszinc carbamate zinc diethylthiodicarbamate